FC(CCS(=O)(=O)NC1=CNC2=CC=C(C=C12)OCCC1=CC=C(C=C1)C(F)(F)F)(F)F 3,3,3-trifluoro-N-(5-{2-[4-(trifluoromethyl)phenyl]ethoxy}-1H-indol-3-yl)propane-1-sulfonamide